dinitrobisphenol-A CC(C)(C1=CC(=C(C=C1)O)[N+](=O)[O-])C2=CC(=C(C=C2)O)[N+](=O)[O-]